CC1=C(C=CC=2C=CCCCC21)C(=O)[O-] 4-methyl-6,7-dihydro-5H-benzo[7]annulene-3-carboxylate